SC=1C=CC2=C(N=NN(C2=O)CC(=O)N[C@@H](C)C2=CC=C(C=C2)OC(F)(F)F)C1 (S)-2-(7-mercapto-4-oxobenzo[d][1,2,3]triazin-3(4H)-yl)-N-(1-(4-(trifluoromethoxy)phenyl)ethyl)acetamide